ClC=1C=C(C=NC1C1=NOC(=N1)CCCCCC(=O)N1CCN(CC1)C=1C=C2CN(C(C2=CC1)=O)C1C(NC(CC1)=O)=O)NC(=O)NC=1C=NC=2N(C1C1CC1)N=CC2 1-[5-chloro-6-[5-[6-[4-[2-(2,6-dioxo-3-piperidyl)-1-oxo-isoindolin-5-yl]piperazin-1-yl]-6-oxo-hexyl]-1,2,4-oxadiazol-3-yl]-3-pyridyl]-3-(7-cyclopropylpyrazolo[1,5-a]pyrimidin-6-yl)urea